3-(3-methoxyphenyl)-N1,N1-dimethyl-N3-Phenyl-benzene-1,3-diamine COC=1C=C(C=CC1)C1(CC(=CC=C1)N(C)C)NC1=CC=CC=C1